ClC=1C(=NC=CC1I)N(S(=O)(=O)CCCF)S(=O)(=O)CCCF N-(3-chloro-4-iodopyridin-2-yl)-3-fluoro-N-((3-fluoropropyl)sulfonyl)propane-1-sulfonamide